1-((E)-1-(2-(1H-pyrazol-1-yl)acetoxy)prop-1-en-2-yl)-3a,5b,8,8,11a-pentamethylicosahydro-1H-cyclopenta[a]chrysen-9-yl 3-(3,4,5-trimethoxycyclohexyl)acrylate COC1CC(CC(C1OC)OC)C=CC(=O)OC1C(C2CCC3(C4CCC5(C(C4CCC3C2(CC1)C)C(CC5)/C(=C/OC(CN5N=CC=C5)=O)/C)C)C)(C)C